CC1CN(CC1)C(CC1=CC=C(C=C1)NC(OCC1=CC=C(C=C1)Cl)=O)=O 4-chlorobenzyl (4-(2-(3-methylpyrrolidin-1-yl)-2-oxoethyl)phenyl)carbamate